C1(CC1)C=1C=NC2=CC(=CC=C2C1O)C(=O)N1C[C@@H]([C@H](CC1)N1CC2=CC=CC=C2CC1)O (3-cyclopropyl-4-hydroxyquinolin-7-yl)((3S,4S)-4-(3,4-dihydroisoquinolin-2(1H)-yl)-3-hydroxypiperidin-1-yl)methanone